phenyl-carbodiimide C1(=CC=CC=C1)N=C=N